COC(=O)C1OCCC1 tetrahydrofuran-2-carboxylic methyl ester